C(CCC)C(C(=O)O)CCCCC(C(=O)O)CCCC 2,7-dibutylsuberic acid